(2-(2,6-dioxopiperidin-3-yl)-3-oxoisoindolin-5-yl)methyl(5-ethoxy-2-fluoro-4-methylphenyl)carbamate O=C1NC(CCC1N1CC2=CC=C(C=C2C1=O)OC(N(C1=C(C=C(C(=C1)OCC)C)F)C)=O)=O